N-(3-cyclopropyl-1-(4-(furan-3-yl)pyrimidin-2-yl)-1H-pyrazolo[4,3-c]pyridin-6-yl)acetamide bis(4-tert-butylcyclohexyl)peroxydicarbonate C(C)(C)(C)C1CCC(CC1)OC(=O)OOC(=O)OC1CCC(CC1)C(C)(C)C.C1(CC1)C1=NN(C2=C1C=NC(=C2)NC(C)=O)C2=NC=CC(=N2)C2=COC=C2